C(C)(=O)NC1=C(C(=O)NC2=NN(C(=C2)C2CC2)C)C=CC=C1 2-acetamido-N-(5-cyclopropyl-1-methyl-1H-pyrazol-3-yl)benzamide